(4aR,7aS)-ethyl 2-amino-7a-(2-fluoro-5-((Z)-2-fluoro-2-(5-(prop-2-yn-1-yloxy)pyrazin-2-yl)vinyl)phenyl)-4a,5,7,7a-tetrahydropyrrolo[3,4-d][1,3]thiazine-6(4H)-carboxylate NC=1SC[C@H]2[C@@](N1)(CN(C2)C(=O)OCC)C2=C(C=CC(=C2)\C=C(\C2=NC=C(N=C2)OCC#C)/F)F